(R)-2-((1-(2-cyano-3-(3,4-dihydroisoquinolin-2(1H)-yl)-7-methylquinoxalin-5-yl)ethyl)amino)benzoic acid C(#N)C1=NC2=CC(=CC(=C2N=C1N1CC2=CC=CC=C2CC1)[C@@H](C)NC1=C(C(=O)O)C=CC=C1)C